CC1=NC2=CC=C(C=C2C(=C1)C1=NC=CN=C1)C(=O)OCC ethyl 2-methyl-4-(pyrazin-2-yl)quinoline-6-carboxylate